C(C=C)(=O)N1C[C@H]([C@@H](C1)OCC1=CC=C(C=C1)C(F)(F)F)NS(=O)(=O)C=1N=CN(C1)C N-(trans-1-acryloyl-4-(4-(trifluoromethyl)benzyloxy)pyrrolidin-3-yl)-1-methyl-1H-imidazole-4-sulfonamide